benzyl 3-amino-4-methoxyphenylacetate NC=1C=C(C=CC1OC)CC(=O)OCC1=CC=CC=C1